N-[1-[4-[3-(3-aminopropoxy)propyl-methyl-carbamoyl]cyclohexyl]-3-(difluoromethyl)pyrazol-4-yl]-2-[2-(cyclopropylmethylamino)-4-pyridyl]oxazole-4-carboxamide NCCCOCCCN(C(=O)C1CCC(CC1)N1N=C(C(=C1)NC(=O)C=1N=C(OC1)C1=CC(=NC=C1)NCC1CC1)C(F)F)C